C1(CC(C1)N)N Cyclobutane-1,3-diamine